4-{[4-({3-[methyl(methylsulfonyl)amino]benzyl}amino)-5-(trifluoromethyl)pyrimidin-2-yl]amino}benzamide CN(C=1C=C(CNC2=NC(=NC=C2C(F)(F)F)NC2=CC=C(C(=O)N)C=C2)C=CC1)S(=O)(=O)C